2-((2-(4-(tert-Butyl)pyrimidin-2-yl)-6-fluoro-1H-indol-5-yl)thio)-2-methylpropanoic acid C(C)(C)(C)C1=NC(=NC=C1)C=1NC2=CC(=C(C=C2C1)SC(C(=O)O)(C)C)F